racemic-3-((3-butyl-3-ethyl-7-(methylsulfanyl)-1,1-dioxo-5-phenyl-2,3,4,5-tetrahydro-1,5-benzothiazepin-8-yl)oxy)propionic acid C(CCC)[C@]1(CS(C2=C(N(C1)C1=CC=CC=C1)C=C(C(=C2)OCCC(=O)O)SC)(=O)=O)CC |r|